C(C)(C)(C)C1=CC=C(C=C1)[C@H]1C[C@H](N(CC1)C(=O)C1CC2(C1)NC(OC2)=O)C (2s,4s)-2-((2R,4R)-4-(4-(tert-butyl)phenyl)-2-methylpiperidine-1-carbonyl)-7-oxa-5-azaspiro[3.4]octan-6-one